tert-butyl 2-(4-(5-chloro-2-(4-chloro-1H-1,2,3-triazol-1-yl)phenyl)-2,5-dioxopiperazin-1-yl)-3-(pyridin-4-yl)propanoate ClC=1C=CC(=C(C1)N1CC(N(CC1=O)C(C(=O)OC(C)(C)C)CC1=CC=NC=C1)=O)N1N=NC(=C1)Cl